{4-[5-(5-Fluoro-6-methoxy-1H-indazol-3-yl)-isoxazol-3-yl]-phenyl}-(4-oxetan-3-yl-piperazin-1-yl)-methanon FC=1C=C2C(=NNC2=CC1OC)C1=CC(=NO1)C1=CC=C(C=C1)C(=O)N1CCN(CC1)C1COC1